FC1(C2CN(CC12)C1=CC=C(C(=N1)C)CN1C=C(C=C1)C(=O)OC)F Methyl 1-[(6-{6,6-difluoro-3-azabicyclo[3.1.0]hexan-3-yl}-2-methylpyridin-3-yl)methyl]-1H-pyrrole-3-carboxylate